N-(4-Methoxyphenyl)-5-methyl-2-(1-methylethyl)cyclohexancarboxamid COC1=CC=C(C=C1)NC(=O)C1C(CCC(C1)C)C(C)C